C1(=CC=CC=C1)[C@@H]1[C@H](C1)NC(=O)[C@@H]1CN(C[C@H]1C(=O)N[C@@H]1[C@H](C1)C1=CC=CC=C1)C(C1=CC=C(C=C1)C(C(F)(F)F)N1C[C@@H](N(CC1)C(CCCCCC)=O)C(NCCCCCC)=O)=O (3S,4S)-N3,N4-bis((1S,2R)-2-phenylcyclopropyl)-1-(4-(2,2,2-trifluoro-1-((R)-4-heptanoyl-3-(hexylcarbamoyl)piperazin-1-yl)ethyl)benzoyl)pyrrolidine-3,4-dicarboxamide